N1=C(C=NC=C1)[C@H]1N(OCC1)C(=O)C1CCN(CC1)C1=NC=CC(=N1)N1C(CCC1)=O (S)-1-(2-(4-(3-(pyrazin-2-yl)isoxazolidine-2-carbonyl)piperidin-1-yl)pyrimidin-4-yl)pyrrolidin-2-one